CCCCCC (2r,3s,4s,5r)-hexane